(S)-6-(1-Aminoethyl)-2-chloro-N-(furan-2-ylmethyl)-7-phenylthieno[3,2-d]pyrimidin-4-amine N[C@@H](C)C1=C(C=2N=C(N=C(C2S1)NCC=1OC=CC1)Cl)C1=CC=CC=C1